C(C)(C)(C)OC(C(C)(C)C)=O 2,2-Dimethylpropanoic acid tert-butyl ester